C(C)(=O)C=1C(=C(C=CC1)[S+](C1=CC=CC=C1)C1=C(C(=CC=C1)C(C)=O)[NH-])[NH-] bis(acetylamidylphenyl)phenyl-sulfonium